NCCNC(CCN(CCN(CCC(NCCN)=O)CCC(=O)NCCN)CCC(=O)NCCN)=O N-(2-aminoethyl)-3-[[3-(2-aminoethylamino)-3-oxopropyl]-[2-[bis[3-(2-aminoethylamino)-3-oxopropyl]amino]ethyl]amino]propanamide